2-[(3-tetrahydropyran-4-yl-5,6,7,8-tetrahydroquinolin-4-yl)amino]benzoic acid O1CCC(CC1)C=1C=NC=2CCCCC2C1NC1=C(C(=O)O)C=CC=C1